FC(C(=O)O)(F)F.C(C)(C)NC(=O)C=1N=C(NC1C)C1=NC=CC(=C1)C=1C=NC=C(C1)N1CCOCC1 N-Isopropyl-5-methyl-2-(5-morpholin-4-yl-3,4'-bipyridin-2'-yl)-1H-imidazole-4-carboxamide trifluoroacetate salt